COC=1C=C(C=C)C=C(C1)OC 3,5-dimethoxystyrene